3-((di(diisopropylamino)phosphino)oxy)propionitrile C(C)(C)N(C(C)C)P(OCCC#N)N(C(C)C)C(C)C